ClC1=CC(=CC=2C(=COC21)CNC(OC(C)(C)C)=O)C2=NC=C(C=C2)C(=O)N2CCC(CC2)(F)F tert-butyl (7-chloro-5-(5-(4,4-difluoropiperidine-1-carbonyl)pyridin-2-yl)benzofuran-3-yl)methylcarbamate